COC=1C(=C2C=CNC2=C(C1)C)CN1C(CN(CC1)C=1SC=CN1)C1=CC=C(C=C1)C(=O)OC 5-methoxy-4-((2-(4-(methoxycarbonyl)phenyl)-4-(thiazol-2-yl)piperazin-1-yl)methyl)-7-methyl-1H-indole